Methyl-(S,E)-(7-(dimethylamino)-1-((1-((4-isobutyl-1H-imidazo[4,5-c]pyridin-2-yl)methyl)-2-oxo-1,2-dihydropyridin-3-yl)amino)-1,7-dioxohept-5-en-2-yl)carbamat COC(N[C@H](C(=O)NC=1C(N(C=CC1)CC=1NC2=C(C(=NC=C2)CC(C)C)N1)=O)CC\C=C\C(=O)N(C)C)=O